2-[(6-amino-5-methyl-3-pyridyl)amino]-2-oxo-acetic acid NC1=C(C=C(C=N1)NC(C(=O)O)=O)C